(R/S)-3-hydroxybutyryl-CoA O[C@@H](CC(=O)SCCNC(CCNC([C@@H](C(COP(OP(OC[C@@H]1[C@H]([C@H]([C@@H](O1)N1C=NC=2C(N)=NC=NC12)O)OP(=O)(O)O)(=O)O)(=O)O)(C)C)O)=O)=O)C |&1:1|